ClC1N(C2=CC=CC=C2C=C1)C1=CC=C(C=C1)OC(F)(F)Cl chloro-N-(4-(chlorodifluoromethoxy)phenyl)quinolin